C(C1=C(C(=CC(=C1)C(C)(C)C)C(C)(C)C)O)C1=C(C(=CC(=C1)C(C)(C)C)C(C)(C)C)O 2,2'-Methylenebis(4,6-di-t-butylphenol)